methyl 9-(6-nitroindolin-1-yl)-9-oxononanoate [N+](=O)([O-])C1=CC=C2CCN(C2=C1)C(CCCCCCCC(=O)OC)=O